4-(3-((tert-Butoxycarbonyl)(methyl)amino)-2-ethylpyrazolo[1,5-a]pyridin-5-yl-7-d)piperazine-1-carboxylic acid tert-butyl ester C(C)(C)(C)OC(=O)N1CCN(CC1)C1=CC=2N(C(=C1)[2H])N=C(C2N(C)C(=O)OC(C)(C)C)CC